6-chloro-3-[(2,2-dimethyl-2H-1,3-benzodioxol-5-yl)methoxy]pyridazin-4-amine ClC1=CC(=C(N=N1)OCC1=CC2=C(OC(O2)(C)C)C=C1)N